C(C)(C)(C)C=1C=CC=2N(C3=CC=C(C=C3C2C1)C(C)(C)C)C1=CC=C(C=C1)OB(O)O (4-(3,6-di-tert-butyl-9H-carbazole-9-yl)phenyl)boric acid